isopropyl 3-bromo-α-cyanocinnamate BrC=1C=C(C=C(C(=O)OC(C)C)C#N)C=CC1